(8-(4,4-difluoropiperidin-1-yl)-2-methylimidazo[1,2-a]pyrazin-6-yl)carbamate FC1(CCN(CC1)C=1C=2N(C=C(N1)NC([O-])=O)C=C(N2)C)F